5-chloro-1-isobutyl-4-nitro-1H-imidazole ClC1=C(N=CN1CC(C)C)[N+](=O)[O-]